8-chloro-5-methoxy-2-(5-methyl-1-(tetrahydro-2H-pyran-2-yl)-1H-pyrazol-4-yl)pyrido[3,4-d]Pyrimidin-4-ol ClC1=NC=C(C2=C1N=C(N=C2O)C=2C=NN(C2C)C2OCCCC2)OC